NC=1C(=NC(=CC1C(=O)NC)Cl)Br 3-amino-2-bromo-6-chloro-N-methylpyridine-4-carboxamide